C(C)C1OC(OC1)(C)C ethyldimethyldioxolane